methyl 4-amino-2-hydroxy-benzoate NC1=CC(=C(C(=O)OC)C=C1)O